C(CCCCC(C)C)O[Ti](OCCCCCC(C)C)(OCCCCCC(C)C)OCCCCCC(C)C tetraisooctoxytitanium